C(CC)(=O)OC(C(CC)(C)C)(OCC)C1CCCCC1 dimethyl-cyclohexyl-ethoxyisobutanol propionate